Cl.O(C1=CC=CC=C1)CCNC1(CCOCC1)C(=O)NC1(CC1)C1=CC=C(C(=O)O)C=C1 4-[1-[[4-(2-Phenoxyethylamino)tetrahydropyran-4-carbonyl]amino]cyclopropyl]benzoic acid, hydrochloride